C(C)(C)OC1=CC(=NC=C1)N 4-isopropoxypyridin-2-amine